(3S)-3-(9H-fluoren-9-ylmethoxycarbonyl-amino)-4-oxo-4-pyrrolidin-1-ylbutyric acid C1=CC=CC=2C3=CC=CC=C3C(C12)COC(=O)N[C@@H](CC(=O)O)C(N1CCCC1)=O